ethyl 3-methoxy-1-[2-(trifluoromethyl) pyrimidin-5-yl]-1H-pyrazole-4-carboxylate COC1=NN(C=C1C(=O)OCC)C=1C=NC(=NC1)C(F)(F)F